(3'S,14R)-3'-(dimethylsulfamoylamino)-19-fluoro-spiro[8,12-dioxa-21-azatetracyclo[14.3.1.110,13.02,7]henicosa-1(19),2,4,6,10,13(21),16(20),17-octaene-14,1'-cyclopentane] CN(S(=O)(=O)N[C@@H]1C[C@]2(CC1)C=1OC=C(COC3=CC=CC=C3C3=C(C=CC(C2)=C3)F)N1)C